O1C(=CC=C1)C(=O)OCC1=CC=CO1 furfuryl alcohol furoate